tert-butyl 4-(3''-((2-chloro-5-((5-cyanopyridin-3-yl)methoxy)-4-formylphenoxy)methyl)-2',2''-dimethyl-[1,1':3',1''-terphenyl]-4-yl)piperazine-1-carboxylate ClC1=C(OCC=2C(=C(C=CC2)C=2C(=C(C=CC2)C2=CC=C(C=C2)N2CCN(CC2)C(=O)OC(C)(C)C)C)C)C=C(C(=C1)C=O)OCC=1C=NC=C(C1)C#N